N-(6-(3-chloro-4-fluorobenzyl)pyridazin-3-yl)-1-methyl-6-oxo-1,4,5,6-tetrahydropyridazine-3-carboxamide ClC=1C=C(CC2=CC=C(N=N2)NC(=O)C2=NN(C(CC2)=O)C)C=CC1F